FC1=CC=C(C=C1)C1=NN2C(C=NCC2)=C1C1=C2C(=NC=C1)NC=C2 2-(4-fluorophenyl)-3-(1H-pyrrolo[2,3-b]pyridin-4-yl)-6,7-dihydropyrazolo[1,5-a]pyrazin